(2S,3S,4R,5R)-5-(6-(4-Bromobenzylamino)-2-(5-chloropyridin-3-yl)-9H-purin-9-yl)-3,4-diHydroxy-N-(methyl-d3)-tetrahydrofuran-2-carboxamide BrC1=CC=C(CNC2=C3N=CN(C3=NC(=N2)C=2C=NC=C(C2)Cl)[C@H]2[C@@H]([C@@H]([C@H](O2)C(=O)NC([2H])([2H])[2H])O)O)C=C1